BrC1=C2C=CNC2=C(C(=C1)F)C 4-bromo-6-fluoro-7-methyl-1H-indole